C(C(=O)N)(=O)O.C(=O)OC(=O)N aminocarbonyl formate (oxamate)